FC(CNC(=O)C=1C=C(C(=O)N)C=CC1)(F)F 3-((2,2,2-trifluoroethyl)carbamoyl)benzamide